C1(CCCCC1)[C@@H](CO)NC1=NC=C(C(=N1)C1=CNC2=C(C=CC=C12)P(C)(C)=O)C(F)(F)F (S)-(3-(2-((1-Cyclohexyl-2-hydroxyethyl)amino)-5-(trifluoromethyl)pyrimidin-4-yl)-1H-indole-7-yl)dimethyl-phosphine oxide